5-fluoro-N-(1-(methylsulfonyl)piperidin-4-yl)pyrimidin-2-amine FC=1C=NC(=NC1)NC1CCN(CC1)S(=O)(=O)C